bromoethyl-triethoxysilane BrCC[Si](OCC)(OCC)OCC